C(C)OC=1C(=CC=2C(N1)=NN(C2)C)N 6-ethoxy-2-methyl-2H-pyrazolo[3,4-b]pyridin-5-amine